N-(5-chloro-2-ethoxybenzyl)-2-(piperidin-1-yl)ethan-1-amine hydrochloride Cl.ClC=1C=CC(=C(CNCCN2CCCCC2)C1)OCC